C1(=CC=CC=C1)P([C-]1C=CC=C1)C1=CC=CC=C1.C(CCC)P([C-]1C=CC=C1)CCCC.[Fe+2] 1-diphenylphosphino-1'-(dibutylphosphino)ferrocene